The molecule is a thromboxane anion that is the conjugate base of carbocyclic thromboxane A2, obtained by deprotonation of the carboxy group; major species at pH 7.3. It is an organic molecular entity, a monocarboxylic acid anion, a thromboxane anion and a hydroxy fatty acid anion. It is a conjugate base of a carbocyclic thromboxane A2. CCCCC[C@@H](/C=C/[C@@H]1[C@H](C2CC(C2)O1)C/C=C\\CCCC(=O)[O-])O